NC1=NNC2=CC=C(C=C12)C1=CC(=NC=C1)NC(=O)NC1=CC(=CC=C1)C(C)C 1-(4-(3-amino-1H-indazol-5-yl)pyridin-2-yl)-3-(3-isopropylphenyl)urea